(S)-N-(7-((4,4-dimethylcyclohexyl)oxy)-5-methyl-4-oxo-2,3,4,5-tetrahydrobenzo[b][1,4]oxazepin-3-yl)-4-(3-fluorobenzyl)-1H-pyrazole-1-carboxamide CC1(CCC(CC1)OC1=CC2=C(OC[C@@H](C(N2C)=O)NC(=O)N2N=CC(=C2)CC2=CC(=CC=C2)F)C=C1)C